3-(3-chloropropyl)-4-oxopyrrolidine ClCCCC1CNCC1=O